[Li+].C(F)(F)(F)S(=O)(=O)[N-]S(=O)(=O)F Lithium (fluorosulfonyl)(trifluoromethanesulfonyl)imide